[(2R,3R,5R)-5-[[bis(4-methoxyphenyl)-phenyl-methoxy]methyl]-2-(2,4-dioxo-1H-pyrimidin-3-yl)-4-hydroxy-tetrahydrofuran-3-yl]acetate COC1=CC=C(C=C1)C(OC[C@@H]1C([C@H]([C@@H](O1)N1C(NC=CC1=O)=O)CC(=O)[O-])O)(C1=CC=CC=C1)C1=CC=C(C=C1)OC